C(C)(C)(C)OC(=O)N1CC[C@H]([C@H](CC1)C1=CC=C(C=C1)OC)CO |r| (±)-cis-4-(hydroxymethyl)-5-(4-methoxyphenyl)azepane-1-carboxylic acid tert-butyl ester